C1CCC2=C(C=3CCCC3C=C12)NC(=O)NS(=O)(=N)C=1C=NN2C1OC[C@H](CC2)NC (6S)-N-((1,2,3,5,6,7-hexahydro-s-indacen-4-yl)carbamoyl)-6-(methylamino)-5,6,7,8-tetrahydropyrazolo[5,1-b][1,3]oxazepine-3-sulfonimidamide